5-bromo-2,4-dimethylbenzoic acid BrC=1C(=CC(=C(C(=O)O)C1)C)C